N,N-dimethyldithiocarbamic acid CN(C(S)=S)C